Ethyl-1-(cyclopropylmethyl)-3-(5-methylpyridin-2-yl)-2,4-dioxo-1,2,3,4-tetrahydropyrimidine 8,10-dibromo-7,7-dimethyl-3-(trifluoromethyl)-7H-benzo[c]fluoren-5-yl-acetate BrC1=CC(=CC=2C=3C4=C(C(=CC3C(C12)(C)C)CC(=O)O)C=C(C=C4)C(F)(F)F)Br.C(C)C=4C(N(C(N(C4)CC4CC4)=O)C4=NC=C(C=C4)C)=O